tert-butyl 3-(3-(methoxy carbonyl)-4-methylphenoxy)azetidine-1-carboxylate COC(=O)C=1C=C(OC2CN(C2)C(=O)OC(C)(C)C)C=CC1C